2-[6-[(3S)-Oxacyclohex-3-yloxy]-1,5-naphthyridin-4-yl]-1H,5H,6H,7H-pyrrolo[3,2-c]Pyridin-4-one O1C[C@H](CCC1)OC=1N=C2C(=CC=NC2=CC1)C1=CC=2C(NCCC2N1)=O